C(C=C)C1=CC=C(C=C1)C1=CC=CC=C1 4-allyl-1,1'-bibenzene